3-(5-bromo-1-oxo-isoindolin-2-yl)-1-[(4-methoxyphenyl)methyl]piperidine-2,6-dione BrC=1C=C2CN(C(C2=CC1)=O)C1C(N(C(CC1)=O)CC1=CC=C(C=C1)OC)=O